6,6-dimethyl-N-{1-[(1r,4r)-4-(4-{5-[(3RS)-2,6-dioxopiperidin-3-yl]pyridin-2-yl}piperazine-1-carbonyl)cyclohexyl]-1H-pyrazol-4-yl}-4,5,6,7-tetrahydro-1H-indazole-3-carboxamide CC1(CCC=2C(=NNC2C1)C(=O)NC=1C=NN(C1)C1CCC(CC1)C(=O)N1CCN(CC1)C1=NC=C(C=C1)[C@@H]1C(NC(CC1)=O)=O)C |r|